ClC1=C(C=C(C=C1)F)C1=CC=C(N=N1)NC1C[C@@H]2[C@@H](CN(C2)CCC(C)(C)C)C1 (3aR,5s,6aS)-N-[6-(2-chloro-5-fluoro-phenyl)pyridazin-3-yl]-2-(3,3-dimethylbutyl)-3,3a,4,5,6,6a-hexahydro-1H-cyclopenta[c]pyrrol-5-amine